3'-Methyl-2-(3-methylbut-2-enoyl)-1'-(m-tolyl)-2H-spiro[phthalazine-1,4'-pyrazol]-5'(1'H)-one CC1=NN(C(C12N(N=CC1=CC=CC=C12)C(C=C(C)C)=O)=O)C=1C=C(C=CC1)C